C(C)(=O)O[C@@H]1[C@H](O[C@@H]([C@H]([C@H]1OC(C)=O)OC(C)=O)CC=O)CCP(=O)(OCC)OCC (2R,3R,4R,5R,6R)-2-(2-(diethoxyphosphoryl)ethyl)-6-(2-oxoethyl)tetrahydro-2H-pyran-3,4,5-triyl triacetate